tert-butyl-ethyl ether C(C)(C)(C)OCC